(E)-4-oxo-5-(2-(1-trityl-1H-imidazol-4-yl)benzylidene)-4,5,6,7-tetrahydrobenzo[d]Thiazole-2-carboxamide O=C1/C(/CCC2=C1N=C(S2)C(=O)N)=C/C2=C(C=CC=C2)C=2N=CN(C2)C(C2=CC=CC=C2)(C2=CC=CC=C2)C2=CC=CC=C2